ClC1=CC(=C(C=N1)C1=NN=C(S1)C1CCCCC1)NC (1r,4r)-4-{5-[6-chloro-4-(methylamino)pyridin-3-yl]1,3,4-thiadiazol-2-yl}cyclohexane